C(COCCCC1=C2CN(C(C2=CC=C1)=O)C1C(N(C(CC1)=O)C(=O)OC(C)(C)C)=O)OCCCC1=C2CN(C(C2=CC=C1)=O)C1C(N(C(CC1)=O)C(=O)OC(C)(C)C)=O Di-tert-butyl 3,3'-(((ethane-1,2-diylbis(oxy))bis(propane-3,1-diyl))bis(1-oxoisoindoline-4,2-diyl))bis(2,6-dioxopiperidine-1-carboxylate)